[C@@H]12C(OC([C@@H](CC1)C2)=O)=O (1R,5S)-3-oxabicyclo[3.2.1]octane-2,4-dione